N[C@H](C(=O)NN(CCC(=O)N)C(CF)=O)CC(C)C 3-[[[(2S)-2-amino-4-methyl-pentanoyl]amino]-(2-fluoroacetyl)amino]propanamide